C(CCCCCCCCCCCCCCC)(=O)SC(CCCCCCCCCCCCCCC)=O palmitoyl sulfide